(R)-1-((R)-5-(2,5-difluorophenyl)-2,3-dihydro-1H-indene-2-carbonyl)-2-methylindoline-6-sulfonamide FC1=C(C=C(C=C1)F)C=1C=C2C[C@@H](CC2=CC1)C(=O)N1[C@@H](CC2=CC=C(C=C12)S(=O)(=O)N)C